N1-(pyridin-4-ylmethyl)benzene-1,2-diamine N1=CC=C(C=C1)CNC=1C(=CC=CC1)N